1-[(3R)-3-[4-amino-3-(4-phenoxyphenyl)pyrazolo[3,4-d]pyrimidin-1-yl]-1-piperidyl]-2-(hydroxymethyl)prop-2-en-1-one NC1=C2C(=NC=N1)N(N=C2C2=CC=C(C=C2)OC2=CC=CC=C2)[C@H]2CN(CCC2)C(C(=C)CO)=O